2-(4-((4-(methylsulfonyl)piperidin-1-yl)methyl)phenyl)-4-((phenylamino)methyl)-1-(phenylsulfonyl)-1H-pyrrolo[2,3-b]pyridin-5-amine CS(=O)(=O)C1CCN(CC1)CC1=CC=C(C=C1)C1=CC=2C(=NC=C(C2CNC2=CC=CC=C2)N)N1S(=O)(=O)C1=CC=CC=C1